ClC=1C=C2C(=NC1)N(CC21CC(C1)=NO)CC1=CC=C(C=C1)OC 5'-Chloro-1'-(4-methoxybenzyl)-1',2'-dihydrospiro[cyclobutane-1,3'-pyrrolo[2,3-b]pyridin]-3-one oxime